N1C=NC(=C1)C[C@H](C(NCCCC[C@H](NC(N[C@@H](CCC(=O)O)C(=O)O)=O)C(=O)O)=O)NC(CCC(=O)O)=O (3S,7S,14R)-14-((1H-imidazol-4-yl)methyl)-5,13,16-trioxo-4,6,12,15-tetraazaoctadecane-1,3,7,18-tetracarboxylic acid